F[C@@H]1C[C@@]2(CCCN2C1)COC=1N=CC2=C(N1)C=CN=C2C#N 2-(((2R,7aS)-2-fluorotetrahydro-1H-pyrrolizin-7a(5H)-yl)methoxy)pyrido[4,3-d]pyrimidine-5-carbonitrile